C1(=CC=CC=C1)S(=O)(=O)N1C2=NC=C3N(C(N(C3=C2C=C1C=1C(=NN(C1)C)F)C1CC(C1)NC(OC(C)(C)C)=O)=O)C tert-Butyl N-[3-[10-(benzenesulfonyl)-11-(3-fluoro-1-methyl-pyrazol-4-yl)-5-methyl-4-oxo-3,5,8,10-tetrazatricyclo[7.3.0.02,6]dodeca-1,6,8,11-tetraen-3-yl]cyclobutyl]carbamate